2-amino-5-oxopyrazolo[1,5-a]pyridin NC=1NN2C(=CC(C=C2)=O)C1